(S)-2-methyl-N-((S)-1-(4-(phenoxymethyl)phenyl)ethyl)propane-2-sulphinamide CC(C)(C)[S@](=O)N[C@@H](C)C1=CC=C(C=C1)COC1=CC=CC=C1